ClC=1C=CC2=C(N(C3=C(CC2)C=CC=C3)CCCCNC/C=C/C#N)C1 (E)-4-[4-(3-chloro-10,11-dihydro-5H-dibenzo[b,f]azepin-5-yl)butylamino]but-2-enenitrile